CN(C(OC1=C(C=C2C(=C(C(OC2=C1)=O)CC1=C(C(=CC=C1)NS(=O)(=O)CC)Cl)CN1CCNCC1)Cl)=O)C 6-chloro-3-(2-chloro-3-(ethylsulfonamido)benzyl)-2-oxo-4-(piperazin-1-ylmethyl)-2H-chromen-7-yl dimethylcarbamate